C12C3(CC(C1)C2)OC2=C(C3)C=CC=C2 benzofuranspirobicyclo[2.1.1]hexane